C(C1=CC=CC=C1)N(CCC(O)C1CC(N(C1=O)C(=O)OC(C)(C)C)(C)C)CC1=CC=CC=C1 tert-Butyl 4-[3-(dibenzylamino)-1-hydroxy-propyl]-2,2-dimethyl-5-oxo-pyrrolidine-1-carboxylate